[Na]C(=O)[C@H](O)[C@@H](O)[C@H](O)[C@H](O)CO sodio-glucose